NC1=NC=2C=CC(=CC2C2=C1COC2)C(=O)N2[C@H](COC[C@@H]2C2=NC=C(C=C2)C(F)(F)F)C (4-amino-1,3-dihydrofuro[3,4-c]quinolin-8-yl)-[(3S,5S)-3-methyl-5-[5-(trifluoromethyl)-2-pyridinyl]morpholin-4-yl]methanone